FC1(C(NC2(C1O)CCCCC2)=O)F 3,3-difluoro-4-hydroxy-1-azaspiro[4.5]decan-2-one